(4-(Tert-butyl)phenyl)(phenyl)methanone C(C)(C)(C)C1=CC=C(C=C1)C(=O)C1=CC=CC=C1